ONC(=O)C1=CC=CC(=N1)OC1=CC=C(C=C1)C(C)(C)C1=CC=C(OC2CC(C2)NC(OC(C)(C)C)=O)C=C1 tert-butyl ((1r,3r)-3-(4-(2-(4-((6-(N-hydroxylcarbamoyl)pyridin-2-yl)oxy)phenyl)propan-2-yl)phenoxy)cyclobutyl)carbamate